ClC=1C=2C(N=C3N(C2C=CC1)C=1CCC(=CC1C31CCCCC1)N1CCC(CC1)CO)=O 4'-chloro-9'-(4-(hydroxymethyl)piperidin-1-yl)-10',11'-dihydro-5'H-spiro[cyclohexane-1,7'-indolo[1,2-a]quinazolin]-5'-one